N1=CN=CC2=C1C=CN=C2C#N pyrido[4,3-d]pyrimidine-5-carbonitrile